(3R,4R)-4-(6-chloro-2-((5-chloro-1-(2,2-difluorocyclopropyl)-1H-pyrazol-4-yl)amino)quinazolin-7-yl)-3-fluoropiperidine-1-carboxylic acid tert-butyl ester C(C)(C)(C)OC(=O)N1C[C@@H]([C@H](CC1)C1=C(C=C2C=NC(=NC2=C1)NC=1C=NN(C1Cl)C1C(C1)(F)F)Cl)F